naphthaline-amidine C1(=CC=CC2=CC=CC=C12)C(=N)N